5-(4-((3-bromo-2-(3-ethylureido)pyridin-4-yl)methyl)piperazin-1-yl)-N-methyl-6-(trifluoromethyl)picolinamide BrC=1C(=NC=CC1CN1CCN(CC1)C=1C=CC(=NC1C(F)(F)F)C(=O)NC)NC(=O)NCC